(R)-1-(3-(trifluoromethyl)-2-fluorophenyl)ethan-1-amine hydrochloride Cl.FC(C=1C(=C(C=CC1)[C@@H](C)N)F)(F)F